(S)-N-(4-Amino-4-oxo-1-phenylbutyl)-3-(4-(trifluoromethyl)phenyl)-4,7-dihydrothieno[2,3-c]pyridine-6(5H)-carboxamide NC(CC[C@@H](C1=CC=CC=C1)NC(=O)N1CC2=C(CC1)C(=CS2)C2=CC=C(C=C2)C(F)(F)F)=O